tert-butyl N-[2-[5-[2-[3-methyl-5-(1-piperidylsulfonyl)indol-1-yl]propanoylamino]isoindolin-2-yl]ethyl]carbamate CC1=CN(C2=CC=C(C=C12)S(=O)(=O)N1CCCCC1)C(C(=O)NC=1C=C2CN(CC2=CC1)CCNC(OC(C)(C)C)=O)C